(R)-1-(2-bromo-5-nitrobenzyl)pyrrolidin-3-ol BrC1=C(CN2C[C@@H](CC2)O)C=C(C=C1)[N+](=O)[O-]